C(C=C)(=O)OC[Si](O)(O)O acryloyloxymethyltrihydroxysilane